Copper-samarium [Sm].[Cu]